bisulphite (hydrogen sulphite) S(=O)(O)O.S(O)(O)=O